N-(2-(ethylthio)-3-(5-(2,2,3,3,3-pentafluoropropoxy)pyrazin-2-yl)pyrazolo[1,5-a]pyrimidin-7-yl)cyclopropanecarboxamide C(C)SC1=NN2C(N=CC=C2NC(=O)C2CC2)=C1C1=NC=C(N=C1)OCC(C(F)(F)F)(F)F